(S)-2-amino-4-(quinolin-5-yl)butanoic acid N[C@H](C(=O)O)CCC1=C2C=CC=NC2=CC=C1